(4aR,8aS)-6-[6-[[3-[1-(trifluoromethyl)cyclopropyl]-1,2,4-triazol-1-yl]methyl]-2-azaspiro[3.3]heptane-2-carbonyl]-4,4a,5,7,8,8a-hexahydropyrido[4,3-b][1,4]oxazin-3-one FC(C1(CC1)C1=NN(C=N1)CC1CC2(CN(C2)C(=O)N2C[C@@H]3[C@@H](OCC(N3)=O)CC2)C1)(F)F